FC=1C=C(C=CC1F)C1(CC1)C(N)=N 1-(3,4-difluorophenyl)cyclopropane-1-carboximidamide